C(CC(=O)O)CN piperidinate